ClC=1C=CC(=C(C1)N1CON(CO1)C(C(=O)NC1=CC2=CN(N=C2C=C1)C)CC1=NN(C=C1)C)N1N=NC(=C1)Cl 2-(4-(5-Chloro-2-(4-chloro-1H-1,2,3-triazol-1-yl)phenyl)-2,5-dioxapiperazin-1-yl)-3-(1-methyl-1H-pyrazol-3-yl)-N-(2-methyl-2H-indazol-5-yl)propanamide